C(C)(C)(C)C1N=C(C2=CC(=CC=C2C1)CCC(=O)N(C)OC)C tert-butyl-7-(3-(methoxy(methyl)amino)-3-oxopropyl)-1-methyl-3,4-dihydroisoquinoline